FC(S(=O)(=O)[O-])(F)F.C(CCC)OC1=CC=C(C2=CC=CC=C12)[S+]1CCCC1 1-(4-n-butyloxynaphthalen-1-yl)tetrahydrothiophenium trifluoromethanesulfonate